FC=1C2=C(C(=NC1OCC1=NN(C=C1)COCC[Si](C)(C)C)C)CC(C2)C=O 4-fluoro-1-methyl-3-((1-((2-(trimethylsilyl)ethoxy)methyl)-1H-pyrazol-3-yl)methoxy)-6,7-dihydro-5H-cyclopenta[c]pyridine-6-carbaldehyde